1-[(3S)-3-[4-[3-chloro-2-fluoro-4-(2-oxabicyclo[2.1.1]hexan-1-ylmethoxy)anilino]pyrido[3,2-d]pyrimidin-6-yl]oxypyrrolidin-1-yl]prop-2-en-1-one ClC=1C(=C(NC=2C3=C(N=CN2)C=CC(=N3)O[C@@H]3CN(CC3)C(C=C)=O)C=CC1OCC13OCC(C1)C3)F